ClC1=CC=C(C=C1)C1=NN(C(C2=CC(=C(C=C12)C)C)=O)C1=CC(=NC=C1)C1CCN(CC1)C(=O)OC(C)(C)C tert-butyl 4-[4-[4-(4-chlorophenyl)-6,7-dimethyl-1-oxo-phthalazin-2-yl]-2-pyridyl]piperidine-1-carboxylate